N1-(1-methyl-1H-indazol-5-yl)benzene-1,2-diamine CN1N=CC2=CC(=CC=C12)NC=1C(=CC=CC1)N